3-hydroxy-1-methylpyrazole-4-carboxylic acid OC1=NN(C=C1C(=O)O)C